FC(C=1C(=NC=CC1)COC=1C=NC=CC1C#N)(F)F 3-((3-(trifluoromethyl)pyridin-2-yl)methoxy)pyridine-4-carbonitrile